4-(7-hydroxy-2-oxo-2H-chromene-3-carbonyl)piperazine-1-carboxylic acid tert-butyl ester C(C)(C)(C)OC(=O)N1CCN(CC1)C(=O)C=1C(OC2=CC(=CC=C2C1)O)=O